COC1=CC=C(C=N1)[C@H](CC(=O)O)N1C(C(C1)(CCCCC1=NC=2NCCCC2C=C1)C)=O (3S)-3-(6-methoxypyridin-3-yl)-3-(3-methyl-2-oxo-3-(4-(5,6,7,8-tetrahydro-1,8-naphthyridin-2-yl)butyl)azetidin-1-yl)propionic acid